S(=O)(=O)(O)NC(C(F)(F)F)=O sulfo-trifluoroacetamide